C1(CCCCC1)C1=CC=C(C=C1)NC=1C2=C(N=C(N1)N1CC(OCC1)C1CC1)N=CC(=C2)C(=O)N ((4-cyclohexylphenyl)amino)-2-(2-cyclopropylmorpholino)pyrido[2,3-d]pyrimidine-6-carboxamide